p-fluorobenzoyl-hydrazine hydrochloride Cl.FC1=CC=C(C(=O)NN)C=C1